p-methylaminobenzamide azide [N-]=[N+]=[N-].CNC1=CC=C(C(=O)N)C=C1